rac-rel-cis-(3R,4R)-N,N-dimethyl-4-(5-(piperidin-1-ylmethyl)-5,6-dihydro-1,4,2-dioxazin-3-yl)pyrrolidin-3-amine CN([C@H]1CNC[C@H]1C1=NOC[C@H](O1)CN1CCCCC1)C |o1:2,6,11|